C(#N)C1=C(SC2=C1C(=NC=C2F)C=2C1=C(C=3C=NC(=NC3C2F)OCC2(CC2)CN(C)C)COC1)NC(OC(C)(C)C)=O tert-Butyl N-[3-cyano-4-[3-[[1-[(dimethylamino)methyl] cyclopropyl]methoxy]-5-fluoro-7,9-dihydrofuro[3,4-f]quinazolin-6-yl]-7-fluoro-thieno[3,2-c]pyridin-2-yl]carbamate